Cl.O1COC=2C1=C1CNCC1=CC2 7,8-dihydro-6H-[1,3]dioxolo[4,5-e]isoindole-HCl